6-(5-(2,4-dimethylpyridin-3-yl)-1H-pyrrolo[2,3-b]pyridin-3-yl)-4-((1-methylpiperidin-4-yl)oxy)quinazoline CC1=NC=CC(=C1C=1C=C2C(=NC1)NC=C2C=2C=C1C(=NC=NC1=CC2)OC2CCN(CC2)C)C